3-hydroxy-1-naphthoic acid OC=1C=C(C2=CC=CC=C2C1)C(=O)O